tert-Butyl 4-(2-cyano-5-isobutyl-phenyl)piperidine-1-carboxylate C(#N)C1=C(C=C(C=C1)CC(C)C)C1CCN(CC1)C(=O)OC(C)(C)C